13-bromo-19,21-difluoro-14-hydroxy-5-methoxy-16,16-dioxo-9-oxa-16λ6-thia-6,17-diazatetracyclo[16.3.1.111,15.02,7]tricosa-1(22),2(7),3,5,11,13,15(23),18,20-nonaen-10-one BrC=1C=C2C(OCC=3N=C(C=CC3C=3C(=CC(=C(NS(C(C1O)=C2)(=O)=O)C3)F)F)OC)=O